[Pt].C1(CCC1)C(=O)O cyclobutanecarboxylic acid platinum